C1(CC1)[C@@H](C(=O)N[C@H](C(N[C@H](C=O)C[C@H]1C(NCC1)=O)=O)CC(C)(C)C)NC(OCC1=CC=CC=C1)=O benzyl ((S)-1-cyclopropyl-2-(((S)-4,4-dimethyl-1-oxo-1-(((S)-1-oxo-3-((S)-2-oxopyrrolidin-3-yl)propan-2-yl)amino)pentan-2-yl)amino)-2-oxoethyl)carbamate